tert-butyl (6S)-6-methyl-3-[(4S)-4-cyano-2-oxo-pyrrolidin-1-yl]-6,7-dihydro-4H-pyrazolo[1,5-a]pyrazine-5-carboxylate C[C@@H]1N(CC=2N(C1)N=CC2N2C(C[C@@H](C2)C#N)=O)C(=O)OC(C)(C)C